(R)-2,4-bis((tert-butoxycarbonyl)amino)butanoic acid C(C)(C)(C)OC(=O)N[C@@H](C(=O)O)CCNC(=O)OC(C)(C)C